4-(4-(6-(((1R,2S,3S,5S)-2-fluoro-1,8-dimethyl-8-azabicyclo[3.2.1]octan-3-yl)oxy)pyridazin-3-yl)-3-hydroxyphenyl)pyridin-2(1H)-one F[C@H]1[C@]2(CC[C@@H](C[C@@H]1OC1=CC=C(N=N1)C1=C(C=C(C=C1)C1=CC(NC=C1)=O)O)N2C)C